The molecule is a germacranolide isolated from the aerial parts of Carpesium divaricatum. It exhibits cytotoxicity against the human tumor cells, A-549 (nonsmall cell lung), SK-OV-3 (ovary), SK-MEL-2 (skin), XF-498 (central nervous system) and HCT-15 (colon). It has a role as a metabolite and an antineoplastic agent. It is a cyclic ketone, a diol, a secondary alcohol, a tertiary alcohol and a germacranolide. CCC(C)C(=O)O[C@H]1[C@H]2[C@H]([C@@H]([C@@](C[C@H](C[C@@H](C1=O)C)O)(C)O)OC(=O)C(C)C)OC(=O)C2=C